5-(4-(8-aminoimidazo[1,2-a]pyrazin-3-yl)-1H-pyrazol-1-yl)-6-methylpyridine NC=1C=2N(C=CN1)C(=CN2)C=2C=NN(C2)C=2C=CC=NC2C